((2,6-dimethylpyrimidine-4-yl)amino)-N-ethoxy-4-((2-methoxy-3-(pyrimidin-2-yl)phenyl)amino)nicotinamide CC1=NC(=CC(=N1)NC1=C(C(=O)NOCC)C(=CC=N1)NC1=C(C(=CC=C1)C1=NC=CC=N1)OC)C